bis[1-methyl-1-(4-methylphenyl) ethyl] 1,6-hexanedicarbamate C(CCCCCNC(=O)OC(C)(C1=CC=C(C=C1)C)C)NC(=O)OC(C)(C1=CC=C(C=C1)C)C